CC1(C(N(C2=CC=C(C=C12)C(=O)N[C@@]1(CS(CC1)(=O)=O)C)C=1C=NC=C(C1)OC(C(F)F)(F)F)=O)C 3,3-dimethyl-N-[(3S)-3-methyl-1,1-dioxo-thiolan-3-yl]-2-oxo-1-[5-(1,1,2,2-tetrafluoroethoxy)-3-pyridyl]indoline-5-carboxamide